Cl.Cl.C1(CC1)C=1C=C(OCCCCC2=CC=C(C=N2)NC(=O)N2CCNCC2)C=CC1 N-(6-(4-(3-cyclopropylphenoxy)butyl)pyridin-3-yl)piperazine-1-carboxamide bis-hydrochloride